O[C@@H](C(=O)NC1=CC=C(C=C1)OC)C (R)-2-hydroxy-N-(4-methoxyphenyl)propanamide